C[C@@H]1[C@H]([C@@H]([C@@H]([C@H](O1)O[C@H]2[C@H]([C@@H]([C@H](O[C@@H]2O[C@H]3[C@@H]([C@H](O[C@@H]([C@H]3O)OCCCCCC(=O)OC)C)NC=O)C)NC=O)O)O)O)NC=O The molecule is a glycoside that consists of three N-formyl-alpha-D-perosamine residues linked sequentially (1->2) and (1->3) and linked at the reducing end glycosidically to a 5-(methoxycarbonyl)pentyl group. It is a glycoside, a methyl ester and a trisaccharide derivative. It derives from an alpha-D-Rhap4NFo-(1->2)-alpha-D-Rhap4NFo-(1->3)-alpha-D-Rhap4NFo.